Methoxytriphenylamin COC1=C(C=CC=C1)N(C1=CC=CC=C1)C1=CC=CC=C1